FC=1C(=C(C(=NC1)N)N)C 5-fluoro-4-methyl-pyridine-2,3-diamine